3-(3,5-Dimethoxyphenylethynyl)-4-(6-acryloyl-2,6-diazaspiro[3.5]nonan-2-yl)-1H-pyrazolo[3,4-d]pyrimidine COC=1C=C(C=C(C1)OC)C#CC1=NNC2=NC=NC(=C21)N2CC1(C2)CN(CCC1)C(C=C)=O